Cis-14-hydroxy-10,13-dioxo-7-heptadecenoic acid aspartate N[C@@H](CC(=O)O)C(=O)O.OC(C(CCC(C\C=C/CCCCCC(=O)O)=O)=O)CCC